1,3,5-tris(3,5-di-tert-butyl-4-hydroxybenzyl)trimethylbenzene C(C)(C)(C)C=1C=C(CC2=C(C(=C(C(=C2C)CC2=CC(=C(C(=C2)C(C)(C)C)O)C(C)(C)C)C)CC2=CC(=C(C(=C2)C(C)(C)C)O)C(C)(C)C)C)C=C(C1O)C(C)(C)C